FC(C1=CC2=C(C3=C(CNC(CO3)C(=O)N)O2)N=C1)(F)F 8-(trifluoromethyl)-2,3,4,5-tetrahydropyrido[2',3':4,5]furo[2,3-f][1,4]oxazepine-3-carboxamide